C(CCCCCCCCCCC)(=O)[O-].C(CCCCCCCCCCC)(=O)[O-].C(CCC)[Fe+2]CCCC dibutyl-iron dilaurate